C(C)(C)(C)OC(N(C)[C@H](C(=O)N[C@H]1C[C@@H](CC[C@H]2N(C1=O)[C@H](CC2)SC(N)=O)OCC)C)=O ((S)-1-(((3S,6S,8R,10aR)-3-carbamoylthio-8-ethoxy-5-oxodecahydropyrrolo[1,2-a]azocine-6-yl)amino)-1-oxopropan-2-yl)(methyl)carbamic acid tert-butyl ester